tert-Butyl 4-((2-(3-fluoro-4-(methoxycarbonyl)phenyl)-4-(2,2,2-trifluoroethyl)piperazin-1-yl)methyl)-5-methoxy-7-methyl-1H-indole-1-carboxylate FC=1C=C(C=CC1C(=O)OC)C1N(CCN(C1)CC(F)(F)F)CC1=C2C=CN(C2=C(C=C1OC)C)C(=O)OC(C)(C)C